CN1C(C(=CC2=CC(=CC=C12)[N+](=O)[O-])OCC(=O)O)=O 2-[(1-methyl-6-nitro-2-oxo-3-quinolyl)oxy]acetic acid